NC1=NC=CC=C1C1=NC=2C(=NC(=CC2)C2=CC=CC=C2)N1C1=CC=C(CN2CC3CCC(C2)C3NC(=O)C3=NC(=NC=C3)C#N)C=C1 N-(3-(4-(2-(2-aminopyridin-3-yl)-5-phenyl-3H-imidazo[4,5-b]pyridin-3-yl)benzyl)-3-azabicyclo[3.2.1]octan-8-yl)-2-cyanopyrimidine-4-carboxamide